[O-][As]=O.[Na+] The molecule is an inoganic sodium salt with formula with formula NaAsO2. It has a role as an insecticide, an antibacterial agent, a herbicide, a rodenticide, a carcinogenic agent, an antineoplastic agent and an antifungal agent. It is an arsenic molecular entity and an inorganic sodium salt.